OC1=CC=C(C=C1)\N=C(/C)\C1=C(C2=C(S1)C=CC=C2)O (E)-2-(1-((4-hydroxyphenyl)imino)ethyl)benzo[b]thiophen-3-ol